Pentahomoserine C(CC(C(=O)O)N)CO